N7-indan-2-yl-2-tetrahydrofuran-2-yl-pyrazolo[1,5-a]pyrimidine-3,7-dicarboxamide C1C(CC2=CC=CC=C12)NC(=O)C1=CC=NC=2N1N=C(C2C(=O)N)C2OCCC2